tert-butyl (2'-(2,6-difluoro-3,5-dimethoxyphenyl)-3'-oxo-2',3'-dihydro-1'H-spiro[cyclopropane-1,4'-[2,7]naphthyridine]-6'-yl)methylcarbamate FC1=C(C(=C(C=C1OC)OC)F)N1CC2=CN=C(C=C2C2(C1=O)CC2)CNC(OC(C)(C)C)=O